CC1=NC=CC(=N1)[C@@H]1[C@H](C1)C(=O)OCC |r| rac-ethyl (1S*,2S*)-2-(2-methylpyrimidin-4-yl)cyclopropane-1-carboxylate